tert-butyl (2-(3-chlorophenyl)-2-(4-(5-morpholino-1-tosyl-1H-pyrrolo[2,3-b]pyridin-3-yl)-2-oxopyridin-1(2H)-yl)ethyl)carbamate ClC=1C=C(C=CC1)C(CNC(OC(C)(C)C)=O)N1C(C=C(C=C1)C1=CN(C2=NC=C(C=C21)N2CCOCC2)S(=O)(=O)C2=CC=C(C)C=C2)=O